(4-(1-ethoxyethoxy)phenyl)trimethoxysilane C(C)OC(C)OC1=CC=C(C=C1)[Si](OC)(OC)OC